bis(isopropylamino)-methylsilane C(C)(C)N[SiH](C)NC(C)C